FC=1C=NC(=NC1)C[C@@H]1CN(CCO1)C(=O)OC(C)(C)C tert-butyl (R)-2-((5-fluoropyrimidin-2-yl)methyl)morpholine-4-carboxylate